4-bromo-2-(trifluoromethoxy)benzoic acid methyl ester COC(C1=C(C=C(C=C1)Br)OC(F)(F)F)=O